C1(=CC=CC=C1)N1CCC2=CC(=CC=C12)OC=1N=C(C2=C(N1)C=NC=C2)O 2-(1-phenyl-2,3-dihydro-1H-indol-5-yloxy)-pyrido[3,4-d]pyrimidin-4-ol